(R)-4-(3-(1-acryloylpiperidin-3-yl)-5,8-dimethylimidazo[1,5-a]pyrazin-1-yl)-N-(pyridin-2-yl)benzamide C(C=C)(=O)N1C[C@@H](CCC1)C1=NC(=C2N1C(=CN=C2C)C)C2=CC=C(C(=O)NC1=NC=CC=C1)C=C2